FC(S(=O)(=O)OC1=CC2=C(C(=C(CCC2)C2=C(C=C(C=C2)Cl)Cl)C2=CC=C(C=C2)O[C@@H]2CN(CC2)CCCF)C=C1)(F)F (S)-8-(2,4-dichlorophenyl)-9-(4-((1-(3-fluoropropyl)pyrrolidin-3-yl)oxy)phenyl)-6,7-dihydro-5H-benzo[7]annulen-3-yl trifluoromethanesulfonate